(S)-Phenyl(5-phenyl-4,5-dihydro-1H-pyrazol-1-yl)methanon C1(=CC=CC=C1)C(=O)N1N=CC[C@H]1C1=CC=CC=C1